O1CCOC2=C1C=CC(=C2)C2=CC=C(C(=N2)N2C(C[C@@H](C2)C)(C)C)C(=O)NS(=O)(=O)C=2C(NC=CC2)=O 6-(2,3-Dihydro-1,4-benzodioxin-6-yl)-N-[(2-oxo-1H-pyridin-3-yl)sulfonyl]-2-[(4S)-2,2,4-trimethylpyrrolidin-1-yl]pyridin-3-carboxamid